C1(=CC=CC=C1)NC(=N)N1CCNCC1 N-phenylpiperazine-1-carboxamidine